tertiary butyl-propane C(C)(C)(C)CCC